ClC=1SC=C2C1N=CN(C2=O)CC2(CCN(CC2)C(=O)[C@H]2[C@@H](CN(CC2)C(=O)C2=C(N=C(S2)C=2C=NC(=CC2)C)C)C2=CC=CC=C2)O 7-chloro-3-[[4-hydroxy-1-[(3R,4R)-1-[4-methyl-2-(6-methyl-3-pyridinyl)thiazole-5-carbonyl]-3-phenyl-piperidine-4-carbonyl]-4-piperidinyl]methyl]thieno[3,4-d]pyrimidin-4-one